6-tert-butyl-9-[2-(3-fluoroazetidin-1-yl)thiazol-5-yl]-10-methoxy-2-oxo-6,7-dihydro-2H-pyrido[2,1-a]isoquinoline-3-carboxylic acid C(C)(C)(C)C1N2C(C3=CC(=C(C=C3C1)C1=CN=C(S1)N1CC(C1)F)OC)=CC(C(=C2)C(=O)O)=O